p-isopropylphenyl-phenol C(C)(C)C1=CC(=C(C=C1)O)C1=CC=CC=C1